COCCNC(OC=1C=CC=2C[C@@H]3[C@@H]4CCCC[C@@]4(C2C1)CCN3C)=O 17-methylmorphinan-3-yl (2-methoxyethyl)carbamate